N-(4-(6-((1-ethylpiperidin-3-yl)methoxy)-7-methoxyquinazolin-4-yl)phenyl)-2-(4-(trifluoromethyl)phenyl)acetamide C(C)N1CC(CCC1)COC=1C=C2C(=NC=NC2=CC1OC)C1=CC=C(C=C1)NC(CC1=CC=C(C=C1)C(F)(F)F)=O